5-Amino-1-[1-hydroxypropan-2-yl]-3-(4-[[(3-[3-methylbicyclo[1.1.1]pentan-1-yl]-1,2-oxazol-5-yl)carbamoyl]methyl]phenyl)pyrazole-4-carboxamide NC1=C(C(=NN1C(CO)C)C1=CC=C(C=C1)CC(NC1=CC(=NO1)C12CC(C1)(C2)C)=O)C(=O)N